N-(5-(5-(4-aminoimidazo[2,1-f][1,2,4]triazin-7-yl)oxazol-2-yl)-2-fluoro-4-methylphenyl)-3-(trifluoromethyl)benzamide NC1=NC=NN2C1=NC=C2C2=CN=C(O2)C=2C(=CC(=C(C2)NC(C2=CC(=CC=C2)C(F)(F)F)=O)F)C